CC1=NN2C(N(C[C@@H](C2)C)C(CCC(=O)NC2=CC=C(C=N2)C=2C=NC=C(C2)C)=O)=C1 (S)-4-(2,6-dimethyl-6,7-dihydropyrazolo[1,5-a]pyrimidin-4(5H)-yl)-N-(5'-methyl-[3,3'-bipyridin]-6-yl)-4-oxobutanamide